tert-butyl N-[[7-[5-[2-cyano-5-(1-methylpyrazol-4-yl)phenyl]-1-methyl-pyrazol-4-yl]-4-oxo-3H-phthalazin-1-yl]methyl]carbamate C(#N)C1=C(C=C(C=C1)C=1C=NN(C1)C)C1=C(C=NN1C)C1=CC=C2C(NN=C(C2=C1)CNC(OC(C)(C)C)=O)=O